(R)-2-amino-3-(3-fluoro-5-(1-methoxycyclopentyl)benzamido)propanoic acid N[C@@H](C(=O)O)CNC(C1=CC(=CC(=C1)C1(CCCC1)OC)F)=O